2-methyl-4-(piperazin-1-yl)butan-2-ol CC(C)(CCN1CCNCC1)O